C(C(=C)C)(=O)OCCOCCNC(OCCOC)=O 6-oxo-2,5,10-trioxa-7-azadodecan-12-yl methacrylate